C(C)(=O)C1=C(C2=C(N=C(N=C2)NC2=NC=C(C=C2)C2CCNCC2)N(C1=O)C1CCCC1)C 6-acetyl-8-cyclopentyl-5-methyl-2-[[5-(4-piperidinyl)-2-pyridinyl]amino]pyrido[2,3-d]pyrimidin-7-one